4-((3-chlorobenzyl)amino)-N-((5-chloropyridin-3-yl)methyl)-6-(3,5-dimethylisoxazol-4-yl)quinazoline-2-carboxamide ClC=1C=C(CNC2=NC(=NC3=CC=C(C=C23)C=2C(=NOC2C)C)C(=O)NCC=2C=NC=C(C2)Cl)C=CC1